C(#N)C=1C=C2/C(/C(N(C2=CC1C)C1=CC=C(C=C1)S(=O)(=O)C)=O)=C/C=1NC2=CC(=CC=C2C1)C#N (Z)-2-((5-cyano-6-methyl-1-(4-(methylsulfonyl)phenyl)-2-oxoindolin-3-ylidene)methyl)-1H-indole-6-carbonitrile